C(#N)C=1C=C(C=CC1)C1=CC(=NC2=CC=C(C=C12)CCCCCC)OCC(=O)O 2-{[4-(3-cyanophenyl)-6-hexylquinolin-2-yl]Oxy}acetic acid